[Cl-].[Cl-].CC1=C(C(=C(C1([Ti+2]OC1=C(C=CC=C1C(C)C)C(C)C)C)C)C)C pentamethylcyclopentadienyl-(2,6-diisopropyl-phenoxy)titanium dichloride